5-bromo-2-cyclopropyl-6-methyl-3-nitrosopyrazolo[1,5-a]pyridine BrC1=CC=2N(C=C1C)N=C(C2N=O)C2CC2